ethyl 2-(6-bromo-4-(1-hydroxyethyl)-1-oxophthalazin-2(1H)-yl)acetate BrC=1C=C2C(=NN(C(C2=CC1)=O)CC(=O)OCC)C(C)O